N1(C=NC=C1)S(=O)(=O)ON1[C@@H]2CC[C@H](N(C1=O)C2)C(N)=O (1R,2S,5R)-2-carbamoyl-7-oxo-1,6-diazabicyclo[3.2.1]octan-6-yl 1H-imidazole-1-sulfonate